ethyl 4-(((2,4-dimethoxybenzyl)amino)methyl)oxazole-5-carboxylate COC1=C(CNCC=2N=COC2C(=O)OCC)C=CC(=C1)OC